methyl 4-(2-methylsulfonyloxyethyl)-5-oxooxazolidine-3-carboxylate CS(=O)(=O)OCCC1N(COC1=O)C(=O)OC